IC=1C=C(C=CC1)CCCCCCCCCCCCP(=O)=C(O)C[N+](C)(C)C 12-(3-iodophenyl)dodecylphosphorylcholine